N-(2-aminoethoxysulfonyl)cyclopropylamine trifluoroacetate FC(C(=O)O)(F)F.NCCOS(=O)(=O)NC1CC1